4-(4-iodo-1H-pyrazol-1-yl)piperidine-1-carboxylic acid IC=1C=NN(C1)C1CCN(CC1)C(=O)O